(R)-N-(5-(3-hydroxypyrrolidin-1-yl)-2-(piperazin-1-yl)oxazolo[4,5-b]pyridin-6-yl)-2-(2-methylpyridin-4-yl)oxazole-4-carboxamide O[C@H]1CN(CC1)C1=C(C=C2C(=N1)N=C(O2)N2CCNCC2)NC(=O)C=2N=C(OC2)C2=CC(=NC=C2)C